N-(3-(8-((S)-amino((3R,4R)-3-fluoro-1-methylpiperidin-4-yl)methyl)-3-(2,2,2-trifluoroethyl)imidazo[1,2-a]pyridin-2-yl)prop-2-yn-1-yl)-2-methoxy-4-(methylsulfonyl)aniline N[C@H](C=1C=2N(C=CC1)C(=C(N2)C#CCNC2=C(C=C(C=C2)S(=O)(=O)C)OC)CC(F)(F)F)[C@@H]2[C@H](CN(CC2)C)F